benzenetriformonitrile C1(=C(C(=CC=C1)C#N)C#N)C#N